methyl (1r,4r)-4-({4-[2,6-bis(benzyloxy)pyridin-3-yl]phenyl}(methyl)amino)cyclohexane-1-carboxylate C(C1=CC=CC=C1)OC1=NC(=CC=C1C1=CC=C(C=C1)N(C1CCC(CC1)C(=O)OC)C)OCC1=CC=CC=C1